tert-butyl 2-[2-[2-[3-[4-amino-2-[6-methyl-7-oxo-1-(p-tolylsulfonyl) pyrrolo[2,3-c]pyridin-4-yl]phenoxy]phenoxy]ethoxy]ethoxy]acetate NC1=CC(=C(OC=2C=C(OCCOCCOCC(=O)OC(C)(C)C)C=CC2)C=C1)C=1C2=C(C(N(C1)C)=O)N(C=C2)S(=O)(=O)C2=CC=C(C=C2)C